CC1=NN(C=2NC(NC(C21)=O)=O)C2=CC=CC=C2 3-methyl-1-phenyl-5H,7H-pyrazolo[3,4-d]pyrimidine-4,6-dione